lauric acid ethoxy amide C(C)ONC(CCCCCCCCCCC)=O